4-(1H-pyrazol-5-yl)benzoic acid N1N=CC=C1C1=CC=C(C(=O)O)C=C1